C(C(C)C)C(C(=O)OCCCCC)C(C(=O)OCCCCC)CC(C)C dipentyl 2,3-diisobutylsuccinate